N'-(4-bromo-6-chloropyridazin-3-yl)-N-hydroxyformamidinium BrC1=C(N=NC(=C1)Cl)[NH+]=CNO